4,8,12-trimethyl-tridec-3,7,11-trienoic acid CC(=CCC(=O)O)CCC=C(CCC=C(C)C)C